C1(CCCC1)NC1=CC=C(C=C1)[C@@H]1N(CCC[C@@H]1C(=O)OCC)C(C1=C(C=CC=C1C)F)=O ethyl (2R,3S)-2-(4-(cyclopentylamino)phenyl)-1-(2-fluoro-6-methylbenzoyl)piperidine-3-carboxylate